C(C)OCC=1N(C(=CN1)C1=CC=CC=C1)CC(C)(O)C 1-[2-(ethoxymethyl)-5-phenyl-1H-imidazol-1-yl]-2-methylpropan-2-ol